3-(((7-(2-Aminopyrimidin-4-yl)-2,3-dihydrofuro[3,2-c]pyridin-4-yl)amino)methyl)-5-fluoro-N-methylbenzamid NC1=NC=CC(=N1)C=1C2=C(C(=NC1)NCC=1C=C(C(=O)NC)C=C(C1)F)CCO2